4-((tert-Butyldimethylsilanyloxy)cyclohex-1-en-1-yl)thiazol Methyl-2-amino-3-fluoro-4-(4,4,5,5-tetramethyl-1,3,2-dioxaborolan-2-yl)benzoate CC=1C(=C(C(=C(C(=O)O)C1)N)F)B1OC(C(O1)(C)C)(C)C.[Si](C)(C)(C(C)(C)C)OC1=C(CCCC1)C=1N=CSC1